(2S,3R,4R,5S)-2-(hydroxymethyl)-1-(3-(trifluoromethyl)phenethyl)piperidine-3,4,5-triol OC[C@@H]1N(C[C@@H]([C@H]([C@@H]1O)O)O)CCC1=CC(=CC=C1)C(F)(F)F